CN1N=CC(=C1)C1=CC=C2C(=CNC2=C1)C([C@H](C1=CC=CC=C1)NCCC1=CC=C(C(=O)O)C=C1)=O |r| (S)- and (R)-4-(2-((2-(6-(1-methyl-1H-pyrazol-4-yl)-1H-indol-3-yl)-2-oxo-1-phenylethyl)amino)ethyl)benzoic acid